4-[(2,4-dimethylphenoxy)methyl]-3-methoxyphenyl-2H,4H,5H,6H,7H-pyrazolo[3,4-b]pyridin-6-one CC1=C(OCC2=C(C=C(C=C2)N2N=C3NC(CCC3=C2)=O)OC)C=CC(=C1)C